7-fluoro-imidazo[1,2-a]pyridine-6-carbonitrile FC1=CC=2N(C=C1C#N)C=CN2